5,6-dihydro-3,9,10-trimethoxybenzo[C]xanthylium bis(2-ethylhexyl)sulfosuccinate C(C)C(CC(C(C(=O)[O-])S(=O)(=O)O)(C(=O)[O-])CC(CCCC)CC)CCCC.COC=1C=CC2=C(CCC=3C=C4C=C(C(=CC4=[O+]C23)OC)OC)C1.COC=1C=CC2=C(CCC=3C=C4C=C(C(=CC4=[O+]C23)OC)OC)C1